cis-3-amino-N-(6-(3-isopropyl-2-methyl-2H-indazol-5-yl)pyrimidine-4-yl)cyclohexane-1-carboxamide N[C@H]1C[C@H](CCC1)C(=O)NC1=NC=NC(=C1)C1=CC2=C(N(N=C2C=C1)C)C(C)C